[Mo](Br)(Br)(Br)Br Molybdenum bromide